ClC=1C=CC(=C(C(=O)O)C1)NS(=O)(=O)CCC#N 5-chloro-2-((2-cyanoethyl)sulfonamido)benzoic Acid